S(CCC(=O)[O-])CCC(=O)OCCCCCCCCCCCCCCCCCCCCCC behenyl thiodipropionate